C(C)OC(=O)C=1C=NN2C1N=C(C=C2)Cl 5-chloropyrazolo[1,5-a]Pyrimidine-3-carboxylic acid ethyl ester